P(=O)(O)(O)O[C@H]1C[C@@H](O[C@@H]1C)N1C=NC=2C(N)=NC=NC12 2',5'-DIDEOXY-ADENOSINE 3'-MONOPHOSPHATE